(±)-2-fluoro-10-(4-methoxyphenyl)-6,7,8,9-tetrahydro-5H-5,8-epiminocyclohepta[b]pyridine FC1=CC=C2C(=N1)CC1CCC2N1C1=CC=C(C=C1)OC